(R)-N1-(pyrrolidin-3-yl)-3-(2H-tetrazol-5-yl)-4-(2-thioxoimidazolidin-1-yl)benzene-1,2-disulfonamide N1C[C@@H](CC1)NS(=O)(=O)C=1C(=C(C(=CC1)N1C(NCC1)=S)C=1N=NNN1)S(=O)(=O)N